(Z)-4-(1-(4-((6-chloro-7-fluoro-1H-indol-3-yl)methylene)-2,5-dioxoimidazolidin-1-yl)-2-oxoethyl)-2-fluorobenzonitrile ClC1=CC=C2C(=CNC2=C1F)\C=C\1/NC(N(C1=O)C(C=O)C1=CC(=C(C#N)C=C1)F)=O